N-{2,6-difluoro-4-[(3S)-3-methylpyrrolidin-1-yl]phenyl}-2-[(4-methyl-4H-1,2,4-triazol-3-yl)sulfanyl]-5-nitrobenzamide FC1=C(C(=CC(=C1)N1C[C@H](CC1)C)F)NC(C1=C(C=CC(=C1)[N+](=O)[O-])SC1=NN=CN1C)=O